ClC1=CC(=CC(=N1)C1(CN(CC1)C(=O)O)CO)C(F)(F)F 3-[6-chloro-4-(trifluoromethyl)-2-pyridinyl]-3-(hydroxymethyl)pyrrolidine-1-carboxylic acid